1,4-di-tert-butoxybutane C(C)(C)(C)OCCCCOC(C)(C)C